1-[2-(5-chloro-2-pyridinyl)-5-(6-chloro-3-pyridinyl)-1,2,4-triazol-3-yl]Ethylamine ClC=1C=CC(=NC1)N1N=C(N=C1C(C)N)C=1C=NC(=CC1)Cl